ClC1=CC=C(C=C1)[C@H]1CN(CC1)C(=O)C1=CC(=NN1)C1=C(C=NC=C1)C [(3S)-3-(4-chlorophenyl)pyrrolidin-1-yl]-[3-(3-methyl-4-pyridyl)-1H-pyrazol-5-yl]methanone